(3s,4s)-1-[6-[1-(1,6-dimethylpyrazolo[3,4-b]pyridin-4-yl)-4-piperidinyl]-5-methyl-3-pyridinyl]-3-methoxy-piperidin-4-amine CN1N=CC=2C1=NC(=CC2N2CCC(CC2)C2=C(C=C(C=N2)N2C[C@@H]([C@H](CC2)N)OC)C)C